8-chloro-4,6-dimethylnonyl nonyloxymethyl ether C(CCCCCCCC)OCOCCCC(CC(CC(C)Cl)C)C